C(C)(C)(C)N1C[C@H](C[C@@H](C1)F)N tert-butyl-(3S,5S)-3-amino-5-fluoropiperidine